N-(3-(cyclobutylsulfonyl)-4-(4,4,5,5-tetramethyl-1,3,2-dioxaborolan-2-yl)phenyl)-5-methyl-1-(tetrahydro-2H-pyran-2-yl)-1H-pyrazol-3-amine C1(CCC1)S(=O)(=O)C=1C=C(C=CC1B1OC(C(O1)(C)C)(C)C)NC1=NN(C(=C1)C)C1OCCCC1